2,6-Dimethyl-4-((5-(2,4,5-trifluoro-3-((4-methoxybenzyl)oxy)phenyl)-1,2,4-oxadiazol-3-yl)methyl)morpholin-3-one CC1C(N(CC(O1)C)CC1=NOC(=N1)C1=C(C(=C(C(=C1)F)F)OCC1=CC=C(C=C1)OC)F)=O